(R)-N-(5-cyano-6-(2H-1,2,3-triazol-2-yl)pyridin-3-yl)-2-(difluoromethyl)-8,8-dimethyl-7,8-dihydro-6H-cyclopenta[e]pyrazolo[1,5-a]pyrimidine-6-carboxamide C(#N)C=1C=C(C=NC1N1N=CC=N1)NC(=O)[C@@H]1CC(C2=C1C=NC=1N2N=C(C1)C(F)F)(C)C